(6R,9S)- or (6S,9R)-4-(4-chloro-2-fluorophenyl)-6,7,8,9-tetrahydro-5H-6,9-epoxycyclohepta[b]pyridine-2-carboxamide ClC1=CC(=C(C=C1)C1=C2C(=NC(=C1)C(=O)N)[C@@H]1CC[C@H](C2)O1)F |o1:16,19|